C[C@@H]1CNC[C@@H](N1C)C |r| rac-(3R,5S)-3,4,5-trimethylpiperazin